FC1=C2C(=C(C=3N=C(NC31)C3CN(CCO3)C(=O)OC(C)(C)C)F)CC(C2)C=O tert-butyl 2-(4,8-difluoro-6-formyl-3,5,6,7-tetrahydro-cyclopenta[f]benzimidazol-2-yl)morpholine-4-carboxylate